(2S)-Ethyl 2-(2-(3-(5-((1-cyclopropyl-2,2,2-trifluoroethyl) carbamoyl)-1H-pyrazol-3-yl) phenyl) oxazole-5-carboxamido)-3-methylbutyrate C1(CC1)C(C(F)(F)F)NC(=O)C1=CC(=NN1)C=1C=C(C=CC1)C=1OC(=CN1)C(=O)N[C@H](C(=O)OCC)C(C)C